2-ethoxycarbonyl-3-(2-chlorophenylthio)-quinoxaline C(C)OC(=O)C1=NC2=CC=CC=C2N=C1SC1=C(C=CC=C1)Cl